C(C)(C)N1C(=NN=C1)C1=CC=CC(=N1)C(=O)Cl 6-(4-isopropyl-4H-1,2,4-triazole-3-yl)pyridinecarbonyl chloride